[Si](C)(C)(C(C)(C)C)OCC1=C2CCN(C(C2=CC=C1)C)C=O 5-{[(tert-butyldimethylsilyl)oxy]methyl}-1-methyl-1,2,3,4-tetrahydroisoquinoline-2-carbaldehyde